(3-cyano-6-oxo-4-(trifluoromethyl)-1,6-dihydropyridin-2-ylthio)propanoic acid C(#N)C1=C(NC(C=C1C(F)(F)F)=O)SC(C(=O)O)C